C(C1=CC=CC=C1)(=O)C1=CC=C(C=C1)C(C1=CC=CC=C1)=O 1,4-dibenzoyl-benzene